N6-methyl-N6-threonylcarbamoyladenosine C[C@H]([C@@H](C(=O)NC(=O)N(C)C1=NC=NC2=C1N=CN2[C@H]3[C@@H]([C@@H]([C@H](O3)CO)O)O)N)O